Cl.NCC=1C=CC(=NC1)NC1=CC=C(C=C1)F 5-(aminomethyl)-N-(4-fluorophenyl)pyridin-2-amine hydrochloride